amino-1,3-diisopropyl-1H-benzo[d]imidazol-2(3H)-one NC1=CC=CC=2N(C(N(C21)C(C)C)=O)C(C)C